C(#N)C1(CC1)C=1C=C(C(=NC1)C(=O)Cl)SCC 5-(1-Cyanocyclopropyl)-3-ethylsulfanyl-pyridine-2-carbonyl chloride